6-((1S,4S)-2,5-diazabicyclo[2.2.1]heptan-2-yl)-N-(3-chloro-4-(difluoromethoxy)-2-fluorophenyl)-7-fluoropyrido[3,2-d]pyrimidin-4-amine [C@@H]12N(C[C@@H](NC1)C2)C=2C(=CC=1N=CN=C(C1N2)NC2=C(C(=C(C=C2)OC(F)F)Cl)F)F